(1R,2R,5R)-1-Amino-2-(((S)-2-amino-3-methylbutanamido)methyl)-5-(2-boronoethyl)cyclohexane-1-carboxylic acid dihydrochloride Cl.Cl.N[C@]1([C@H](CC[C@H](C1)CCB(O)O)CNC([C@H](C(C)C)N)=O)C(=O)O